OCCC1CCC(CC1)CCO 1,4-bis(hydroxyethyl)-cyclohexane